methyl (1r,2'S,4S)-4-(3-chloroanilino)-5'-fluoro-2'-[(2R)-3-hydroxy-2-methylpropyl]-2',3'-dihydrospiro[cyclohexane-1,1'-indene]-4-carboxylate ClC=1C=C(NC2(CCC3([C@H](CC4=CC(=CC=C34)F)C[C@H](CO)C)CC2)C(=O)OC)C=CC1